dihydrospiro[cyclohexane-1,3'-indole]-5'-carboxylate N1CC2(C3=CC(=CC=C13)C(=O)[O-])CCCCC2